FC1=C(C=CC(=C1)F)N1CN(C(C2=CC=C(C=C12)C(F)(F)F)=O)C1=CNC(C=C1)=O 1-(2,4-difluorophenyl)-3-(6-oxo-1,6-dihydropyridin-3-yl)-7-(trifluoromethyl)-2,3-dihydroquinazolin-4(1H)-one